3-(1H-pyrazol-4-yl)-propylamine N1N=CC(=C1)CCCN